C1=CC(=C(C=C1SSC2=CC(=C(C=C2)[N+](=O)[O-])C(=O)O)C(=O)O)[N+](=O)[O-] 5,5-Dithiobis(2-nitrobenzoic acid)